1-bromo-4-(1-methylcyclopropyl)benzene hydroxyl-1,2,3,4-tetrahydro-isoquinoline-3-carboxylate OC1NC(CC2=CC=CC=C12)C(=O)O.BrC1=CC=C(C=C1)C1(CC1)C